C(CCCCC)C(C(=O)OCCCCCC1(OCC(O1)CCOC(CCCN(C)C)=O)CCCCCOC(CN(C)C(C(CCCCCCCC)CCCCCC)=O)=O)CCCCCCCC 5-(4-(2-((4-(Dimethylamino)butanoyl)oxy)ethyl)-2-(5-((N-(2-hexyldecanoyl)-N-methyl-glycyl)oxy)pentyl)-1,3-dioxolan-2-yl)pentyl 2-hexyldecanoate